6-(2-fluoro-4-(1-methyl-1H-pyrazol-4-yl)benzyl)-N-((1S,2S)-2-hydroxycyclohexyl)-5-oxo-5,6-dihydropyrido[3,4-b]pyrazine-8-carboxamide FC1=C(CN2C(C3=NC=CN=C3C(=C2)C(=O)N[C@@H]2[C@H](CCCC2)O)=O)C=CC(=C1)C=1C=NN(C1)C